2,6-difluoro-4-methylsulfanyl-benzamide FC1=C(C(=O)N)C(=CC(=C1)SC)F